C(#N)C=1N=C(N(C1)COCC[Si](C)(C)C)C(=O)NC1=C(C=C(C=C1)C1(C(C2(C(C(C(C1)(O2)CO)[2H])[2H])CO)[2H])[2H])C2=CCC(CC2)(C)C 4-cyano-N-[2-(4,4-dimethylcyclohexen-1-yl)-4-[2,3,6,7-tetradeuterio-1,5-bis(hydroxymethyl)-8-oxabicyclo[3.2.1]octan-3-yl]phenyl]-1-(2-trimethylsilylethoxymethyl)imidazole-2-carboxamide